(2R,3S,5R)-5-(2-amino-6-thioxo-1,6-dihydro-9H-purin-9-yl)-2-((isobutyryloxy)methyl)tetrahydrofuran-3-yl isobutyrate C(C(C)C)(=O)O[C@@H]1[C@H](O[C@H](C1)N1C=2N=C(NC(C2N=C1)=S)N)COC(C(C)C)=O